C/C(/C(=O)O)=C\C1=CC=CC=C1 (E)-2-methyl-3-phenyl-acrylic acid